5-Fluoro-1-(5-(4-fluoro-3-methylphenyl)-2-(m-tolyl)oxazol-4-yl)-4-(methylamino)pyrimidin-2(1H)-one FC=1C(=NC(N(C1)C=1N=C(OC1C1=CC(=C(C=C1)F)C)C=1C=C(C=CC1)C)=O)NC